C(#N)C1=NC=CC=C1COC=1C=CC2=C(C(=C(O2)C)C(=O)NC2(CCOCC2)CO)C1 5-((2-Cyanopyridin-3-Yl)Methoxy)-N-(4-(Hydroxymethyl)Tetrahydro-2H-Pyran-4-Yl)-2-Methylbenzofuran-3-Carboxamide